2-(2-aminophenyl)benzene-1-yl-methanesulfonic acid NC1=C(C=CC=C1)C1=C(C=CC=C1)CS(=O)(=O)O